2-(1-(2-methoxy-5-((4-methyl-6-(methylamino)pyrimidin-2-yl)amino)phenyl)-1H-1,2,3-triazol-4-yl)pyrrolidine-1-carboxylic acid tert-butyl ester C(C)(C)(C)OC(=O)N1C(CCC1)C=1N=NN(C1)C1=C(C=CC(=C1)NC1=NC(=CC(=N1)C)NC)OC